NC1=C(C=C2CCCC2=C1)C(=O)NC1=CC(=C(C=C1)F)C(F)(F)F 6-amino-N-(4-fluoro-3-(trifluoromethyl)phenyl)-2,3-dihydro-1H-indene-5-carboxamide